lithium tri-sec-butyl-borohydride C(C)(CC)[BH-](C(C)CC)C(C)CC.[Li+]